N-(5-(6-(2,2-dimethyl-2,3-dihydrobenzo[b][1,4]dioxin-6-yl)-1-oxo-3,4-dihydroisoquinolin-2(1H)-yl)-2-((2-methoxyethoxy)methoxy)phenyl)methanesulfonamide CC1(COC2=C(O1)C=CC(=C2)C=2C=C1CCN(C(C1=CC2)=O)C=2C=CC(=C(C2)NS(=O)(=O)C)OCOCCOC)C